bis(2,2,6,6-tetramethyl-4-piperidyl)sebacate (bis(2,2,6,6-tetramethyl-4-piperidyl) sebacate) CC1(NC(CC(C1)C(C(=O)O)(CCCCCCCC(=O)O)C1CC(NC(C1)(C)C)(C)C)(C)C)C.CC1(NC(CC(C1)OC(CCCCCCCCC(=O)OC1CC(NC(C1)(C)C)(C)C)=O)(C)C)C